(S)-2-((4-(6-(benzyloxy)pyridin-2-yl)-2,6-dioxopiperidin-1-yl)methyl)-1-(oxetan-2-ylmethyl)-1H-benzo(d)imidazole-6-carboxylic acid tert-butyl ester C(C)(C)(C)OC(=O)C=1C=CC2=C(N(C(=N2)CN2C(CC(CC2=O)C2=NC(=CC=C2)OCC2=CC=CC=C2)=O)C[C@H]2OCC2)C1